The molecule is a monoterpenoid that is geraniol bearing an oxo substituent at position 8. It is a monoterpenoid, a member of prenols and an enal. C/C(=C\\CO)/CC/C=C(\\C)/C=O